(7R)-2-{2-[1-(Cyclopropylmethyl)-6-(1H-indazol-4-yl)-1H-pyrrolo[2,3-b]pyridin-2-yl]-3-methylpyrazolo[1,5-a]pyridine-6-carbonyl}-2-azabicyclo[2.2.1]heptan-7-amine C1(CC1)CN1C(=CC=2C1=NC(=CC2)C2=C1C=NNC1=CC=C2)C2=NN1C(C=CC(=C1)C(=O)N1C3CCC(C1)[C@H]3N)=C2C